3-(3-(4-(Chloromethyl)phenyl)-5-(5-methoxypyrimidin-2-yl)-3H-imidazo[4,5-b]pyridin-2-yl)pyridin-2-amine ClCC1=CC=C(C=C1)N1C(=NC=2C1=NC(=CC2)C2=NC=C(C=N2)OC)C=2C(=NC=CC2)N